ethyl 3-chloro-4-(4-(hydroxymethyl)piperidin-1-yl)benzoate ClC=1C=C(C(=O)OCC)C=CC1N1CCC(CC1)CO